1-(4-(1-((1S,2S)-2-((2-(2,6-dioxopiperidin-3-yl)-1-oxoisoindolin-5-yl)oxy)cyclohexyl)azetidin-3-yl)piperidine-1-carbonyl)cyclobutane-1-carbonitrile O=C1NC(CCC1N1C(C2=CC=C(C=C2C1)O[C@@H]1[C@H](CCCC1)N1CC(C1)C1CCN(CC1)C(=O)C1(CCC1)C#N)=O)=O